(6-(2-hydroxypropan-2-yl)quinoline-4-carbonyl)glycine OC(C)(C)C=1C=C2C(=CC=NC2=CC1)C(=O)NCC(=O)O